(1R,3S,4R)-5,5-difluoro-N-((S,Z)-4-fluoro-4-(methylsulfonyl)-1-((R)-2-oxopyrrolidin-3-yl)but-3-en-2-yl)-2-(9-hydroxy-9H-fluorene-9-carbonyl)-2-azabicyclo[2.2.2]octane-3-carboxamide FC1([C@H]2[C@H](N([C@@H](C1)CC2)C(=O)C2(C1=CC=CC=C1C=1C=CC=CC21)O)C(=O)N[C@@H](C[C@@H]2C(NCC2)=O)\C=C(/S(=O)(=O)C)\F)F